(diaminomethyl-methyl-amino)-acetic acid NC(N)N(C)CC(=O)O